3,5-di-tert-butylsalicyl-2-propylthioanilinium titanium trichloride [Cl-].[Cl-].[Cl-].[Ti+2].C(C)(C)(C)C1=C(C(C[NH2+]C2=C(C=CC=C2)SCCC)=CC(=C1)C(C)(C)C)O